C(CCCCCCC\C=C/C\C=C/CCCCC)(=O)OCC(COC(CCCCCCC\C=C/C\C=C/CCCCC)=O)NCCC(=O)O 3-((1,3-bis(((9Z,12Z)-octadeca-9,12-dienoyl)oxy)propan-2-yl)amino)propanoic acid